ClC=1C(=C(SC1C1=CC(=CC=C1)OC1CCN(CC1)S(=O)(=O)CC1=CC(=CC=C1)[N+](=O)[O-])C(=O)OC(C)(C)C)OCC(=O)OCC tert-butyl 4-chloro-3-(2-ethoxy-2-oxo-ethoxy)-5-[3-[[1-[(3-nitrophenyl)methylsulfonyl]-4-piperidyl]oxy]phenyl]thiophene-2-carboxylate